(2s,3s,4r,5r)-5-(6-((6-chloropyridin-2-yl)methylamino)-2-(5-chloropyridin-3-yl)-9H-purin-9-yl)-3,4-dihydroxy-N-(methyl-d3)-tetrahydrofuran-2-carboxamide ClC1=CC=CC(=N1)CNC1=C2N=CN(C2=NC(=N1)C=1C=NC=C(C1)Cl)[C@H]1[C@@H]([C@@H]([C@H](O1)C(=O)NC([2H])([2H])[2H])O)O